C1(CCCC1)OCCN 2-(cyclopentyloxy)ethylamine